S=C1OC2=C(C=NC(=C2)C(=O)OC)O1 methyl 2-thioxo-[1,3]dioxolo[4,5-c]pyridine-6-carboxylate